FC=1N=C(C2=C(N1)C(=C(N=C2)C2=CC(=CC1=CC=C(C(=C21)C#C[Si](C(C)C)(C(C)C)C(C)C)F)N)F)N2[C@@H]1[C@H]([C@@H]1COCC2)F 4-(2,8-Difluoro-4-((1S,7S,8S)-8-fluoro-5-oxa-2-azabicyclo[5.1.0]octan-2-yl)pyrido[4,3-d]pyrimidin-7-yl)-6-fluoro-5-((triisopropylsilyl)ethynyl)naphthalen-2-amine